CC=1C=C(C=C2CN(C(C12)=O)C1C(NC(CC1)=O)=O)OC(F)(F)F 3-(7-methyl-1-oxo-5-(trifluoromethoxy)isoindolin-2-yl)piperidine-2,6-dione